OC1[C@H](CN(C[C@H]1C)C1=NC=C(C=C1C(=O)NC1=CC(=NC=C1)S(N)(=O)=O)C(F)(F)F)C 2-[(3S,4r,5R)-4-hydroxy-3,5-dimethyl-1-piperidyl]-N-(2-sulfamoyl-4-pyridyl)-5-(trifluoromethyl)pyridine-3-carboxamide